C(C)C=1C(=C(N=NC1CC)SC1=CC=CC=C1)C(=O)O 5,6-diethyl-3-(phenylthio)pyridazine-4-carboxylic acid